ClC=1C=CC2=C(N(C(N2)=O)CC2=CC=C(CNC(OC(C)(C)C)=O)C=C2)C1 tert-butyl (4-((6-chloro-2-oxo-2,3-dihydro-1H-benzo[d]imidazol-1-yl)methyl)benzyl)carbamate